8-(1-(4-chloro-3-fluorophenyl)-3,3-dimethyl-2,3-dihydro-1H-pyrrolo[3,2-b]pyridine-5-carbonyl)-2,8-diazaspiro[4.5]decan-3-one ClC1=C(C=C(C=C1)N1CC(C2=NC(=CC=C21)C(=O)N2CCC1(CC(NC1)=O)CC2)(C)C)F